tert-butyl (2R,5S)-4-(1-(6-bromo-2,4-diisopropylpyridin-3-yl)-6-chloro-7-(2-fluorophenyl)-2-oxo-1,2-dihydropyrido[2,3-d]pyrimidin-4-yl)-2,5-dimethylpiperazine-1-carboxylate BrC1=CC(=C(C(=N1)C(C)C)N1C(N=C(C2=C1N=C(C(=C2)Cl)C2=C(C=CC=C2)F)N2C[C@H](N(C[C@@H]2C)C(=O)OC(C)(C)C)C)=O)C(C)C